tert-butyl (R,Z)-1-((tert-butylsulfinyl)imino)-1,3-dihydrospiro[indene-2,4'-piperidine]-1'-carboxylate C(C)(C)(C)[S@@](=O)\N=C\1/C2=CC=CC=C2CC12CCN(CC2)C(=O)OC(C)(C)C